2-[1-[5-cyano-6-[(2S)-2-methylazetidin-1-yl]-4-(trifluoromethyl)-2-pyridinyl]azetidin-3-yl]acetic acid C(#N)C=1C(=CC(=NC1N1[C@H](CC1)C)N1CC(C1)CC(=O)O)C(F)(F)F